C(CCCCC)N1C(=CC=C1C)C 1-hexyl-2,5-dimethyl-1H-pyrrole